3-(9-((4-(aminomethyl)-2,6-dimethylphenyl)carbamoyl)-4,5-dihydrobenzo[b]thieno[2,3-d]oxepin-8-yl)-6-(3,3-difluoropyrrolidine-1-carbonyl)picolinic acid NCC1=CC(=C(C(=C1)C)NC(=O)C1=CC2=C(OCCC3=C2SC=C3)C=C1C=1C(=NC(=CC1)C(=O)N1CC(CC1)(F)F)C(=O)O)C